C(C1=CC=CC=C1)N1C(C=CC=C1)=O 1-benzyl-2-oxo-1,2-dihydropyridin